C(CCC)(=O)C1=CC(=C(C=N1)C1=NC=C2C=C(N=CC2=C1)NC([C@H](C)OC)=O)C (2S)-N-[7-(6-butanoyl-4-methylpyridin-3-yl)-2,6-naphthyridin-3-yl]-2-methoxypropanamide